(4bS,5R,6R,7S,7aR)-7a-(4-Cyanophenyl)-4b,5-dihydroxy-N,N-dimethyl-7-phenyl-4b,6,7,7a-tetrahydro-5H-cyclopenta[4,5]furo[2,3-c]pyridine-6-carboxamide C(#N)C1=CC=C(C=C1)[C@]12[C@](C3=C(C=NC=C3)O1)([C@@H]([C@@H]([C@H]2C2=CC=CC=C2)C(=O)N(C)C)O)O